Strontium Chromit [Cr](=O)([O-])[O-].[Sr+2]